(R)-(5-Cyclopentyloxymethyl-pyridin-3-yl)-(1,3-dimethyl-azetidin-3-yl)-(4-isopropyl-phenyl)-methanol C1(CCCC1)OCC=1C=C(C=NC1)[C@@](O)(C1=CC=C(C=C1)C(C)C)C1(CN(C1)C)C